C(C)OC(=O)C=1N(C=C(C(C1OCC1=CC=CC=C1)=O)C(=O)OCC)C1CCNCCC1 1-(azepan-4-yl)-3-(benzyloxy)-4-oxo-1,4-dihydropyridine-2,5-dicarboxylic acid diethyl ester